NCC=1C=NN(C1)C(N(C)C)=O 4-(aminomethyl)-1-(dimethylcarbamoyl)-1H-pyrazol